Sulfochlorophenylurea S(=O)(=O)(O)NC(N(C1=CC=CC=C1)Cl)=O